IC(CC(CC(CCCC(OCC1=CC=CC=C1)OC(CCCC(CC(CC(C)I)C)C)OCC1=CC=CC=C1)C)C)C 8-iodo-4,6-dimethylnonylbenzyloxymethyl ether